gallium indium (Iii) [In+3].[Ga+3]